C1(CCCC1)N1C=CC=2C(=NC(=CC21)NC=2SC(=CN2)C)O[C@@H]2CN(C[C@H]2F)C(C=C)=O 1-((3R,4R)-3-((1-cyclopentyl-6-((5-methylthiazol-2-yl)amino)-1H-pyrrolo[3,2-c]pyridin-4-yl)oxy)-4-fluoropyrrolidin-1-yl)prop-2-en-1-one